N-(2-cyclohexyl-3-octylphenyl)-N'-phenyl-1,4-phenylenediamine C1(CCCCC1)C1=C(C=CC=C1CCCCCCCC)NC1=CC=C(C=C1)NC1=CC=CC=C1